[3-Amino-4-methyl-5-(trideuteriomethyl)-2-pyridyl]-(7-fluoro-1-tetrahydropyran-2-yl-indazol-4-yl)methanone NC=1C(=NC=C(C1C)C([2H])([2H])[2H])C(=O)C1=C2C=NN(C2=C(C=C1)F)C1OCCCC1